Tert-butyl N-(2-morpholinoethyl)carbamate O1CCN(CC1)CCNC(OC(C)(C)C)=O